OC=1C=C2C(N(C=NC2=CC1)CCC1CN(CCC1)C(=O)OC(C)(C)C)=O tert-butyl 3-[2-(6-hydroxy-4-oxo-quinazolin-3-yl)ethyl]piperidine-1-carboxylate